3-(difluoromethoxy)-5-[(difluoromethyl)sulfanyl]benzoic acid FC(OC=1C=C(C(=O)O)C=C(C1)SC(F)F)F